CC1C2CCC(C1)N2C(=O)OC(C)(C)C tert-butyl 2-methyl-7-azabicyclo[2.2.1]heptane-7-carboxylate